ClC1=CC2=C(S1)[C@@]1(C[C@@H](N(CC1)C[C@@H](C(=O)OC)O)C)OCC2 methyl (2S)-3-[(2'S,7R)-2-chloro-2'-methyl-spiro[4,5-dihydrothieno[2,3-c]pyran-7,4'-piperidine]-1'-yl]-2-hydroxy-propanoate